C(CCCCC)C1=NC(=NN1)CCCCC1=NNC(=N1)CCCCCC 3,3'-tetramethylenebis(5-hexyl-1,2,4-triazole)